dimethyl-1,2-ethylenediamine CNCCNC